CN(C)\C=N\C(C1=C(C=C(C=C1)F)I)=O N-[(1E)-(dimethylamino)methylidene]-4-fluoro-2-iodobenzamide